COC1=CC=C(C=C1)CN(C1=C(C=C(C(=N1)OC)CCCO)F)CC1=CC=C(C=C1)OC 3-[6-[bis[(4-methoxyphenyl)methyl]amino]-5-fluoro-2-methoxy-3-pyridyl]propan-1-ol